C[N+](C)(C)CCOP(=O)([O-])OC1=CC=C(C=C1)[N+](=O)[O-] O-(4-Nitrophenylphosphoryl)choline